C(C)(=O)NC1=C(C=C(C=C1)CC1=NC(=CC(=N1)SCCC(=O)OC)NNC(=O)OC)O methyl 3-({2-[(4-acetamido-3-hydroxyphenyl)methyl]-6-{[(methoxycarbonyl)amino]amino}pyrimidin-4-yl}sulfanyl)propanoate